2-(2-hydroxy-5-tert-butylphenyl)-5-chlorobenzotriazole OC1=C(C=C(C=C1)C(C)(C)C)N1N=C2C(=N1)C=CC(=C2)Cl